CC(CNC(CCCOC=C(C(=O)[O-])C)=O)(CC(CCNC(CCCOC=C(C(=O)[O-])C)=O)C)C 7,7,9-trimethyl-4,13-dioxo-5,12-diazahexadecane-1,16-dioxy-dimethacrylate